C(C)[C@@H]1CN2CC[C@]3(C([C@@H]2C[C@@H]1/C(/C(=O)N(C)C)=C\OC)=NC1=CC=CC(=C13)OC)O (E)-2-((2S,3S,7aS,12bS)-3-ethyl-7a-hydroxy-8-methoxy-1,2,3,4,6,7,7a,12b-octahydroindolo[2,3-a]quinolizin-2-yl)-3-methoxy-N,N-dimethylacrylamide